CC(=O)NC1=CC(=C(C=C1)OC)Br N-(3-bromo-4-methoxyphenyl)acetamide